BrCC#CCC#CCCCCC 1-Bromoundeca-2,5-diyne